FC1=CC(=C(OC=2C=C(C=C(C2)C(C)(C)O)C=2C3=C(C(N(C2)C)=O)C=C(S3)C(=O)NC3CCC(CC3)C(=O)O)C(=C1)C)C (1r,4r)-4-(7-(3-(4-fluoro-2,6-dimethylphenoxy)-5-(2-hydroxypropan-2-yl)phenyl)-5-methyl-4-oxo-4,5-dihydrothieno[3,2-c]pyridine-2-carboxamido)cyclohexanecarboxylic acid